N-((4-(6-hydroxy-2-azaspiro[3.3]heptan-2-yl)-1-(4-(trifluoromethoxy)phenyl)-1H-pyrazolo[3,4-b]pyridin-3-yl)methyl)acrylamide OC1CC2(CN(C2)C2=C3C(=NC=C2)N(N=C3CNC(C=C)=O)C3=CC=C(C=C3)OC(F)(F)F)C1